tetrabromo-phthalonitrile BrC=1C(=C(C(=C(C1C#N)C#N)Br)Br)Br